O=C1NC(CCC1N1C(C2=CC=CC(=C2C1)OCCCC=1N=NN(C1)C1=CC=C(C(=O)NC2CC(C2)OC2=CC(=C(C=C2)C#N)Cl)C=C1)=O)=O 4-[4-(3-{[2-(2,6-dioxopiperidin-3-yl)-1-oxo-2,3-dihydro-1H-isoindol-4-yl]oxy}propyl)-1H-1,2,3-triazol-1-yl]-N-[(1r,3r)-3-(3-chloro-4-cyanophenoxy)cyclobutyl]benzamide